C(=O)(OCC1=CC=CC=C1)C(CCC[C@H](N)C(=O)N=C=O)N epsilon-Cbz-L-lysine isocyanate